ClC=1C(=C(C=CC1F)[C@H](NC(=O)N1[C@@H](C(NCC1)=O)C)C1CC(C1)=C)F |o1:8| (2R)-N-((R or S)-(3-chloro-2,4-difluorophenyl)(3-methylene-cyclobutyl)methyl)-2-methyl-3-oxopiperazine-1-carboxamide